nitro-linoleic acid [N+](=O)([O-])C(C(=O)O)CCCCCC\C=C/C\C=C/CCCCC